(1S,4S)-4-methoxycyclohexanamine COC1CCC(CC1)N